N[C@H](C(=O)OC(C)(C)C)CCN(CCCCC1=NC=2NCCCC2C=C1)C[C@@H](C)OC tert-butyl (S)-2-amino-4-(((R)-2-methoxypropyl)(4-(5,6,7,8-tetrahydro-1,8-naphthyridin-2-yl)butyl)amino)butanoate